1-((4-bromo-3-methylphenyl)sulfonyl)-3,3-difluoropyrrolidine BrC1=C(C=C(C=C1)S(=O)(=O)N1CC(CC1)(F)F)C